(8-bromooctyl)-trioctylammonium bromide [Br-].BrCCCCCCCC[N+](CCCCCCCC)(CCCCCCCC)CCCCCCCC